CC(COC)O propylene glycol 1-monomethyl ether